N1(CCCCCC1)C1=NC(=CC=C1C(=O)NC1=CC(=CC=C1)S(N)(=O)=O)Cl 2-(azepan-1-yl)-6-chloro-N-(3-sulfamoyl-phenyl)pyridine-3-carboxamide